FC(C(=O)O)(F)F.C1NCC12CC(CC2)=O 2-azaspiro[3.4]octane-6-one trifluoroacetate